C(C1=CC=CC=C1)N1C=NC2=C1C=C(C=C2)N2CCN(CC2)C2=CC=C(C=C2)B2OC(C(O2)(C)C)(C)C 1-benzyl-6-(4-(4-(4,4,5,5-tetramethyl-1,3,2-dioxaborolan-2-yl)phenyl)piperazin-1-yl)-1H-benzo[d]imidazole